OCC[C@H](C)NC=1N=CC=2CC(C=3NC=4C(=CC=CC4C3C2N1)P(C)(C)=O)(C)C (S)-(2-((4-hydroxybut-2-yl)amino)-6,6-dimethyl-6,7-dihydro-5H-pyrimido[5,4-c]carbazol-8-yl)dimethylphosphine oxide